(S)-N-((S)-1-(4-Chlorophenyl)-2-((3,3-difluorocyclobutyl)amino)-2-oxoethyl)-1-(4-cyanopyridin-2-yl)-N-(5-fluoropyridin-3-yl)-5-oxopyrrolidine-2-carboxamide ClC1=CC=C(C=C1)[C@@H](C(=O)NC1CC(C1)(F)F)N(C(=O)[C@H]1N(C(CC1)=O)C1=NC=CC(=C1)C#N)C=1C=NC=C(C1)F